(3aS,4S,6R,6aR)-4-(benzyloxy)-6-vinyl-2,2-dimethyl-hexahydrocyclopenta[d][1,3]dioxole C(C1=CC=CC=C1)O[C@H]1C[C@@H]([C@H]2OC(O[C@H]21)(C)C)C=C